benzoxazin-2-amine O1N(C=CC2=C1C=CC=C2)N